(S)-1-(5-(N,N-dimethylsulfamoyl)naphthalen-1-ylamino)-1-oxo-3-phenylprop-2-ylcarbamic acid tert-butyl ester C(C)(C)(C)OC(N[C@H](C(=O)NC1=CC=CC2=C(C=CC=C12)S(N(C)C)(=O)=O)CC1=CC=CC=C1)=O